tert-Butyl (6-hydroxyhexyl)(methyl)carbamate OCCCCCCN(C(OC(C)(C)C)=O)C